FC=1C(=CC=2C3=C(NC(C2C1)=O)COC[C@H]3N(C(=O)C=3NC1=CC=CC(=C1C3)OC)C)F (S)-N-(8,9-Difluoro-6-oxo-1,4,5,6-tetrahydro-2H-pyrano[3,4-c]isoquinolin-1-yl)-4-methoxy-N-methyl-1H-indole-2-carboxamide